BrC1=NC=CC(=C1)C1OC2=C(N1)C=CC(=C2)F 2-(2-bromopyridin-4-yl)-6-fluoro-2,3-dihydrobenzo[d]oxazole